C(CCC)OC1=C(C(=O)O[C@@H]1[C@@H](O)CO)O 3-O-n-butyl-Ascorbic acid